CC1=CC=CC(=N1)C1=NC=CC(=N1)NC1=NC(=NC=C1)NC=1C=C(C(=O)OCC2CNC2)C=CC1 azetidin-3-ylmethyl 3-((4-((2-(6-methylpyridin-2-yl)pyrimidin-4-yl)amino)pyrimidin-2-yl)amino)benzoate